N-(3-(N-(tert-Butyl)sulfamoyl)phenyl)-5-((1-(hydroxymethyl)cyclopropyl)amino)-3-(6-azaspiro[2.5]octan-6-yl)pyrazine-2-carboxamide C(C)(C)(C)NS(=O)(=O)C=1C=C(C=CC1)NC(=O)C1=NC=C(N=C1N1CCC2(CC2)CC1)NC1(CC1)CO